(biphenylyl)(dibenzofuranylphenyl)[di(methylphenyl)fluorenyl]amine C1(=C(C=CC=C1)N(C1=C(C(=CC=2C3=CC=CC=C3CC12)C1=C(C=CC=C1)C)C1=C(C=CC=C1)C)C1=C(C=CC=C1)C1=CC=CC=2OC3=C(C21)C=CC=C3)C3=CC=CC=C3